3-methyl-1-(3-(phenylamino)benzoyl)-1,2,3,6-tetrahydropyridin CC1CN(CC=C1)C(C1=CC(=CC=C1)NC1=CC=CC=C1)=O